C1(=CC=C(C=C1)C(=O)OCC(CCCC)CC)C(=O)OCC(CCCC)CC bis(2-ethylhexyl) 1,4-benzenedicarboxylate